3-(5-fluoro-1H-benzo[d]imidazol-2-yl)-N-(4-morpholinophenyl)-1H-pyrazol-5-amine FC1=CC2=C(NC(=N2)C2=NNC(=C2)NC2=CC=C(C=C2)N2CCOCC2)C=C1